Cl.C(C)OC([C@H]1NCCC1)=O L-proline ethyl ester hydrochloride